Cl.C(C)OC[C@@]1(CN(CC1)C(C)(C)C=1C=CC(=NC1)C)CCC=1N(C=CN1)C (S)-5-(2-(3-(ethoxymethyl)-3-(2-(1-methyl-1H-imidazol-2-yl)ethyl)pyrrolidin-1-yl)propan-2-yl)-2-methylpyridine HCl